4-(2,4-difluorobenzyloxy)-3-bromo-1-(2-((dimethylamino)methyl)-4-methylpyridin-5-yl)-6-methylpyridin-2(1H)-one FC1=C(COC2=C(C(N(C(=C2)C)C=2C(=CC(=NC2)CN(C)C)C)=O)Br)C=CC(=C1)F